C(C=C)N1N(C2=NC(=NC=C2C1=O)NC1=CC=C2C=NN(C2=C1)C)C1=NC(=CC=C1)OC1CCN(CC1)C 2-allyl-6-((1-methyl-1H-indazol-6-yl)amino)-1-(6-((1-methylpiperidin-4-yl)oxy)pyridin-2-yl)-1,2-dihydro-3H-pyrazolo[3,4-d]pyrimidin-3-one